C(CC)(=O)O.C(CCC=C)(=O)N (pent-4-enamide) propionate